ClC1=CC=C2C(=NN(C2=C1)C1=CSC=C1)C(C)N1N=C(C=2C1=NC=NC2N)C (1-(6-chloro-1-(thiophen-3-yl)-1H-indazol-3-yl)ethyl)-3-methyl-1H-pyrazolo[3,4-d]pyrimidin-4-amine